(S)-2-(3-(1H-indol-3-yl)-2-(4-methylphenyl-sulphonyl)propionyl)-N-(4-methoxyphenyl)hydrazinecarboxamide N1C=C(C2=CC=CC=C12)C[C@@H](C(=O)NNC(=O)NC1=CC=C(C=C1)OC)S(=O)(=O)C1=CC=C(C=C1)C